C(C)OC(=O)C=1C=C(C=C(C1)C(=O)OCC)B(O)O [3,5-bis(ethoxycarbonyl)phenyl]boronic acid